((4R,5R)-5-(2-methylphenyl)-2-phenyl-1,3-dioxolan-4-yl)methanol ethyl-2-ethoxy-5-(4-fluorophenyl)-1,6-dimethyl-4-oxo-1,4-dihydropyridine-3-carboxylate C(C)C1(N(C(=C(C(C1C(=O)OC[C@H]1OC(O[C@@H]1C1=C(C=CC=C1)C)C1=CC=CC=C1)=O)C1=CC=C(C=C1)F)C)C)OCC